N-(2-aminoethyl)glycine methyl ester COC(CNCCN)=O